CC1=C(C=CC=C1C=1C=NN(C1)C[C@H]1N(CCC1)C(=O)OC(C)(C)C)C1=CC=CC=C1 tert-butyl (2S)-2-{[4-(2-methylbiphenyl-3-yl)-1H-pyrazol-1-yl]methyl}pyrrolidine-1-carboxylate